1-(4-{8-azaspiro[4.5]decane-8-sulfonyl}phenyl)-3-(pyridin-3-ylmethyl)urea C1CCCC12CCN(CC2)S(=O)(=O)C2=CC=C(C=C2)NC(=O)NCC=2C=NC=CC2